N,N-dimethyl-N-(2-hydroxyethyl)amine CN(CCO)C